5-[bis(t-butoxycarbonyl)amino]-3-(4-cyanophenyl)-4-iodo-pyrazole-1-carboxylic acid tert-butyl ester C(C)(C)(C)OC(=O)N1N=C(C(=C1N(C(=O)OC(C)(C)C)C(=O)OC(C)(C)C)I)C1=CC=C(C=C1)C#N